(1S,3S,4S)-2-((3-chlorophenyl)glycyl)-5,5-difluoro-N-((R,E)-4-fluoro-4-(methylsulfonyl)-1-((S)-2-oxopyrrolidin-3-yl)but-3-en-2-yl)-2-azabicyclo[2.2.2]octane-3-carboxamide ClC=1C=C(C=CC1)NCC(=O)N1[C@@H]2CC([C@H]([C@H]1C(=O)N[C@H](C[C@H]1C(NCC1)=O)\C=C(\S(=O)(=O)C)/F)CC2)(F)F